(R)-(5-(tert-butyl)-1,3,4-oxadiazol-2-yl)(4-(7-chloropyrazolo[1,5-a]pyridin-2-yl)-6,7-dihydro-1H-imidazo[4,5-c]pyridin-5(4H)-yl)methanone C(C)(C)(C)C1=NN=C(O1)C(=O)N1[C@H](C2=C(CC1)NC=N2)C2=NN1C(C=CC=C1Cl)=C2